C1(CC1)OC=1C=C(C=CC1OC(F)F)[C@H](CC=1C=[N+](C=CC1)[O-])C=1C=NC(=CC1)C(C)(C)O (S)-3-(2-(3-cyclopropoxy-4-(difluoromethoxy)phenyl)-2-(6-(2-hydroxypropan-2-yl)pyridin-3-yl)ethyl)pyridine 1-oxide